C(C)(C)C1=CNC2=NC=C(C=C21)B2OC(C(O2)(C)C)(C)C 3-isopropyl-5-(4,4,5,5-tetramethyl-1,3,2-dioxaborolan-2-yl)-1H-pyrrolo[2,3-b]pyridine